N1(CCCC1)CC1=CC=C(C=C1)N1C=NC2=C1C=CC=C2C(=O)N (4-(pyrrolidin-1-ylmethyl)phenyl)-1H-benzimidazole-4-carboxamide